ClC=1C=C(CCN2C[C@H]([C@@H](CC2)OC)COC2=CC=C(C=C2)S(=O)(=O)C)C=CC1 trans-1-(3-chlorophenethyl)-4-methoxy-3-((4-(methylsulfonyl)phenoxy)methyl)piperidine